NC1=C(C=C(C(=C1)C(F)(F)F)C)NC(OC(C)(C)C)=O tert-Butyl 2-amino-5-methyl-4-(trifluoromethyl)phenylcarbamate